2-(6-methylpyrimidin-4-yl)-N-(tetrahydro-2H-pyran-4-yl)-1-((2-(trimethylsilyl)ethoxy)methyl)-1H-pyrrolo[3,2-c]pyridin-6-amine CC1=CC(=NC=N1)C1=CC=2C=NC(=CC2N1COCC[Si](C)(C)C)NC1CCOCC1